tert-butyl 4-((6-(5-cyanopyrazin-2-ylamino)-3-(4-methoxyphenyl)pyridazin-4-ylamino)methyl)piperidine-1-carboxylate C(#N)C=1N=CC(=NC1)NC1=CC(=C(N=N1)C1=CC=C(C=C1)OC)NCC1CCN(CC1)C(=O)OC(C)(C)C